methyl 2-(3-bromo-benzylideneamino)-3-methylbutanoate BrC=1C=C(C=NC(C(=O)OC)C(C)C)C=CC1